CN1C(=NN=C1C1CCNCC1)N 4-methyl-5-(piperidin-4-yl)-4H-1,2,4-triazol-3-amine